CN(C)CC=1N=CC(=NC1)C(=O)N 5-((dimethylamino)methyl)pyrazine-2-carboxamide